CC(=O)NCCCNCCCCN The molecule is an acetylspermidine having the acetyl group at the N1-position. It has a role as a metabolite and an Escherichia coli metabolite. It is a conjugate base of a N(1)-acetylspermidinium(2+).